8-[(1-{[4-(2-aminoethyl)-1H-imidazol-1-yl]acetyl}azetidin-3-yl)oxy]-4,4-dihydroxy-5-oxa-4-boranuidabicyclo[4.4.0]deca-1(6),7,9-triene-7-carboxylic acid disodium salt [Na+].[Na+].NCCC=1N=CN(C1)CC(=O)N1CC(C1)OC1=C(C=2O[B-](CCC2C=C1)(O)O)C(=O)O.NCCC=1N=CN(C1)CC(=O)N1CC(C1)OC1=C(C=2O[B-](CCC2C=C1)(O)O)C(=O)O